CN(\N=C/1\CCN2C3=C(C(C4=CC(=CC1=C24)F)=O)C2=CC4=C(C(N2C3)=O)COC([C@]4(O)CC)=O)C (S,Z)-3-(2,2-dimethylhydrazono)-9-ethyl-5-fluoro-9-hydroxy-2,3-dihydro-1H-pyrano[3',4':6,7]indolizino[2,1-b]pyrido[3,2,1-ij]quinoline-7,10,13(9H,12H,15H)-trione